tert-Butyl (4-((diethoxyphosphoryl)methyl)phenyl)(ethyl)-carbamate C(C)OP(=O)(OCC)CC1=CC=C(C=C1)N(C(OC(C)(C)C)=O)CC